(±)-Diethyl 2-(nonan-2-yl)malonate C[C@H](CCCCCCC)C(C(=O)OCC)C(=O)OCC |r|